FC1=C(C=C(C(=C1)C)SCC(F)(F)F)C1=C(C=C(C(=C1)SCC(F)(F)F)C)F 2,2'-difluoro-4,4'-dimethyl-5,5'-bis[(2,2,2-trifluoroethyl)thio]-1,1'-biphenyl